FC=1C=C2CCCN(C2=NC1N1CCNCC1)CC 6-fluoro-1-ethyl-7-piperazine-1-yl-2,3-dihydro-[1,8]naphthyridin